(R)-1-(4-chlorophenyl)-3-fluoropyrrolidine ClC1=CC=C(C=C1)N1C[C@@H](CC1)F